7-(5-chloranyl-2-oxidanyl-phenyl)-5-methyl-thieno[3,2-b]pyridine ClC=1C=CC(=C(C1)C1=C2C(=NC(=C1)C)C=CS2)O